BrC=1C=C(C=CC1)SC1=CC=CC=C1 (3-bromophenyl)(phenyl)sulfane